NCC(=O)N1C(C=2N(CC1)C(=C(N2)C2=CC=C(C=C2)C)NC2=CC=C(C=C2)F)(C)C 2-amino-1-(3-((4-fluorophenyl)amino)-8,8-dimethyl-2-(p-tolyl)-5,6-dihydroimidazo[1,2-a]pyrazin-7(8H)-yl)ethan-1-one